2-((6-chloro-[1,1'-biphenyl]-2-yl)amino)-5-fluoro-benzoic acid ClC1=CC=CC(=C1C1=CC=CC=C1)NC1=C(C(=O)O)C=C(C=C1)F